C#CCCCCCCCCCCCCCCCC(=O)O The molecule is an acetylenic fatty acid that is octadecanoi acid (stearic acid) which has been doubly dehydrogenated at positions 17 and 18 to give the corresponding alkynoic acid. It has a role as a P450 inhibitor, an EC 1.14.14.94 (leukotriene-B4 20-monooxygenase) inhibitor and an EC 1.14.15.3 (alkane 1-monooxygenase) inhibitor. It is a long-chain fatty acid, an acetylenic fatty acid, a terminal acetylenic compound and a monounsaturated fatty acid.